1-((3-(8-amino-6-(trifluoromethyl)imidazo[1,2-a]pyrazin-3-yl)-4-methylphenyl)sulfonyl)piperidine-3-carboxylic acid NC=1C=2N(C=C(N1)C(F)(F)F)C(=CN2)C=2C=C(C=CC2C)S(=O)(=O)N2CC(CCC2)C(=O)O